3-((3-exo)-3-((7-((5-(hydroxymethyl)-1H-pyrazol-3-yl)amino)-1,6-naphthyridin-5-yl)amino)-8-azabicyclo[3.2.1]octan-8-yl)propionitrile OCC1=CC(=NN1)NC1=NC(=C2C=CC=NC2=C1)NC1CC2CCC(C1)N2CCC#N